[N].[O].[Ga] gallium oxygen nitrogen